C(C)N1N=C2N=C(C=NC2=C1)N[C@@H](C)C=1C=C(C=CC1C)NC(C1=CN=C(C(=C1)C)N1CCN(CC1)C)=O (S)-N-(3-(1-((2-ethyl-2H-pyrazolo[3,4-b]pyrazin-6-yl)amino)ethyl)-4-methylphenyl)-5-methyl-6-(4-methylpiperazin-1-yl)nicotinamide